C(CCC)SS(=O)(=O)C(C(=O)O)C 2-(butylmercaptosulfuryl)propionic acid